(tert-butoxycarbonyl) amino-4-chloro-5-bromonicotinate NC1=C(C(=O)OC(=O)OC(C)(C)C)C(=C(C=N1)Br)Cl